C(C)(C)(C)OC(=O)NC1=NC(=C(C(=N1)Cl)C(=O)OC)OC methyl 2-((tert-butoxycarbonyl)amino)-4-chloro-6-methoxypyrimidine-5-carboxylate